NC=1N=NC(=CC1C#CC1CC2(CC(C2)C(=O)O)C1)C1=C(C=CC=C1)O 6-((3-amino-6-(2-hydroxyphenyl)pyridazin-4-yl)ethynyl)spiro[3.3]heptane-2-carboxylic acid